FC=1C=C(C(=NC1)OC)C(CO[Si](C(C)C)(C(C)C)C(C)C)N1N=CC(=C1)NC([C@H](C1CCC(CC1)C)NC(OC(C)(C)C)=O)=O tert-butyl N-[(1S)-2-[[1-[1-(5-fluoro-2-methoxy-3-pyridyl)-2-triisopropylsilyloxy-ethyl]pyrazol-4-yl]amino]-1-(4-methylcyclohexyl)-2-oxo-ethyl]carbamate